FC(S(=O)(=O)OC1=CC(=CC(=C1)CCCCCCCCCCCCCCC)OCCCCCCCCCC)(F)F 3-(decyloxy)-5-pentadecylphenyl trifluoromethanesulfonate